CN1CC2C(C1)CNC2 5-methylhexahydropyrrolo[3,4-c]pyrrol